5-(2-Chloroanilino)benzo[c]fluoren-7-one ClC1=C(NC2=CC=3C(C=4C=CC=CC4C3C3=C2C=CC=C3)=O)C=CC=C1